ClC1=C(C=CC=C1)N1/C(/SC=C1C(N(C)C)=O)=N/C(OCC)=O Ethyl (Z)-(3-(2-chlorophenyl)-4-(dimethylcarbamoyl)thiazol-2(3H)-ylidene)carbamate